6-aminohexanoate NCCCCCC(=O)[O-]